(4-t-butoxyphenyl)bis(4-dimethylaminophenyl)sulfonium diisoundecyl-heptanediate C(CCCCCCCC(C)C)OC(CCCCCC(=O)OCCCCCCCCC(C)C)=O.C(C)(C)(C)OC1=CC=C(C=C1)[S+](C1=CC=C(C=C1)N(C)C)C1=CC=C(C=C1)N(C)C